N-(3-(2-((4-bromobenzyl)oxy)naphthalen-1-yl)propyl)cyclohexylamine BrC1=CC=C(COC2=C(C3=CC=CC=C3C=C2)CCCNC2CCCCC2)C=C1